FC1=C(C=CC(=C1)O)C1CCN(CC1)C(=O)OC(C)(C)C tert-butyl 4-(2-fluoro-4-hydroxyphenyl)piperidine-1-carboxylate